7-bromo-N-(8,9-difluoro-6-oxo-1,4,5,6-tetrahydro-2H-pyrano[3,4-c]isoquinolin-1-yl)-N-methylfuro[3,2-c]pyridine-2-carboxamide BrC=1C2=C(C=NC1)C=C(O2)C(=O)N(C)C2COCC=1NC(C=3C=C(C(=CC3C12)F)F)=O